C(CCCCCC(C)(C)C)(=O)[O-].[Cu+2].C(CCCCCC(C)(C)C)(=O)[O-] Copper (2+) neodecanoate